5,11-dimethyl-5H-benzo[e]pyrimido[5,4-b][1,4]diazepin-6(11H)-one CN1C2=C(N(C3=C(C1=O)C=CC=C3)C)N=CN=C2